(Z)-2-(2,6-dimethylphenyl)-N-(2,5-dimethylpyrrol-1-yl)-2-hydroxyimino-acetamide CC1=C(C(=CC=C1)C)/C(/C(=O)NN1C(=CC=C1C)C)=N/O